1-(3-(2-(methoxymethoxy)phenyl)-5-methyl-7-((2-(trimethylsilyl)ethoxy)methyl)-7H-pyrrolo[2,3-c]pyridazin-6-yl)ethyl methanesulfonate CS(=O)(=O)OC(C)C1=C(C2=C(N=NC(=C2)C2=C(C=CC=C2)OCOC)N1COCC[Si](C)(C)C)C